C(C)(C)(C)OC(=O)N[C@@H](CS)C(=O)O N-tert-butyloxycarbonyl-L-cysteine